4-fluoro-1-({2-[4-(propan-2-yl)piperazin-1-yl]phenyl}carbamoyl)piperidine-4-carboxylic acid ethyl ester C(C)OC(=O)C1(CCN(CC1)C(NC1=C(C=CC=C1)N1CCN(CC1)C(C)C)=O)F